CN1C(=NC(=C1)C(F)(F)F)C1=CC=C(CNC2=C3NC=NC3=NC(=N2)C2=CC=C(C=C2)SC)C=C1 N-(4-(1-methyl-4-(trifluoromethyl)-1H-imidazol-2-yl)benzyl)-2-(4-(methylthio)phenyl)-7H-purin-6-amine